8-chloroimidazo[1,2-a]pyrazine ClC=1C=2N(C=CN1)C=CN2